3-(4-Cyano-3-(trifluoromethyl)phenyl)-N-(4-(2-cyanoacetamido)phenyl)-2-(trifluoromethyl)oxazolidin-5-carboxamid C(#N)C1=C(C=C(C=C1)N1C(OC(C1)C(=O)NC1=CC=C(C=C1)NC(CC#N)=O)C(F)(F)F)C(F)(F)F